(2R,5S)-5-(Hydroxymethyl)-2-methyl-2-(4-phenoxyphenyl)-1,4-thiazepan-3-one OC[C@H]1NC([C@](SCC1)(C1=CC=C(C=C1)OC1=CC=CC=C1)C)=O